5-((1R,5S)-8-(7-(3-hydroxynaphthalen-1-yl)-2-(((S)-1-methylpyrrolidin-2-yl)methoxy)quinazolin-4-yl)-3,8-diazabicyclo[3.2.1]octane-3-carbonyl)pyrrolidin-2-one OC=1C=C(C2=CC=CC=C2C1)C1=CC=C2C(=NC(=NC2=C1)OC[C@H]1N(CCC1)C)N1[C@H]2CN(C[C@@H]1CC2)C(=O)C2CCC(N2)=O